1-[(1-ethyl-5-methyl-1H-pyrazol-4-yl)methyl]-3-{2-fluoro-5-[(2R)-2-methylmorpholin-4-yl]-3-(trifluoromethyl)phenyl}-1,3-dihydro-2H-imidazol-2-one C(C)N1N=CC(=C1C)CN1C(N(C=C1)C1=C(C(=CC(=C1)N1C[C@H](OCC1)C)C(F)(F)F)F)=O